C(#C)[Si](C(C)C)(C(C)C)C(C)C 1-(ethynyl)triisopropylsilane